CC1=C(C2=C(C3=C1OC4=C(C3C5=CC=CC=C5)C(=O)C(C(=O)C4(C)C)(C)C)O[C@@H](CC2=O)C6=CC=CC=C6)O The molecule is an organic heterotetracyclic compound that is 8,12-dihydro-2H,9H-pyrano[2,3-a]xanthene-4,9,11(3H,10H)-trione substituted by methyl groups at positions 6, 8, 8, 10 and 10 and phenyl groups at positions 2 and 12 respectively (the S-enantiomer). It is isolated from the leaves of Baeckea frutescens and exhibits cytotoxicity against leukemia cells. It has a role as a metabolite and an antineoplastic agent. It is an extended flavonoid, an organic heterotetracyclic compound and a member of phenols.